O1CCC2=C1C=CC=C2[C@H](C)NC=2C=CN(CN2)C2CCOCC2 (S)-6-((1-(2,3-Dihydrobenzofuran-4-yl)ethyl)amino)-3-(tetrahydro-2H-pyran-4-yl)pyrimidine